FC(OC1=NC2=CC(=CC(=C2N=C1)C=1SC2=C(N1)C=CC(=C2)OC)C)F 2-(2-(difluoromethoxy)-7-methylquinoxalin-5-yl)-6-methoxybenzo[d]Thiazole